C=C1CCN(CCC1)C(=O)OC(C)(C)C tert-butyl 4-methyleneazepane-1-carboxylate